Zinc di(2-ethylhexyl)dithiophosphate C(C)C(CSP(=S)(OCC(CCCC)CC)[O-])CCCC.[Zn+]